Cl.N[C@H](C1=NC2=C(N1)C=CC(=C2)[C@H](NC(CC(C(F)(F)F)C)=O)C2CC2)[C@H]2CC(CCC2)(F)F N-((R)-(2-((S)-Amino((R)-3,3-difluorocyclohexyl)methyl)-1H-benzo[d]imidazol-5-yl)(cyclopropyl)methyl)-4,4,4-trifluoro-3-methylbutanamide hydrochloride